C(C)(C)(C)OC(=O)N1CCN(CC1)CCN1N=CC=C1 1-(2-(4-(tert-butoxycarbonyl)piperazin-1-yl)ethyl)-1H-pyrazole